(1-(2-((tert-butyldimethylsilyl)oxy)ethyl)-1H-indol-3-yl)methanol [Si](C)(C)(C(C)(C)C)OCCN1C=C(C2=CC=CC=C12)CO